Dichlorosilacyclobutylidenebis[2-(2-furyl)-4-phenyl-5,6-dimethyl-1-indenyl]zirconium ClC1(C[Si](C1)=[Zr](C1C(=CC2=C(C(=C(C=C12)C)C)C1=CC=CC=C1)C=1OC=CC1)C1C(=CC2=C(C(=C(C=C12)C)C)C1=CC=CC=C1)C=1OC=CC1)Cl